(S)-N-(5-(2-(2-aminopyridin-3-yl)-5-chloro-3H-imidazo[4,5-b]pyridin-3-yl)-2,3-dihydro-1H-inden-1-yl)acetamide NC1=NC=CC=C1C1=NC=2C(=NC(=CC2)Cl)N1C=1C=C2CC[C@@H](C2=CC1)NC(C)=O